13-Bromo-19-cyclopropyl-14-hydroxy-10,16,16-trioxo-9-oxa-16λ6-thia-17-azatetracyclo[16.3.1.111,15.02,7]tricosa-1(21),2,4,6,11(23),12,14,18(22),19-nonaene-4-carbonitrile BrC1=CC=2C(OCC3=CC=C(C=C3C3=CC=C(C(NS(C(=C1O)C2)(=O)=O)=C3)C3CC3)C#N)=O